C(#N)C=1C=C(C=CC1)C(CC(=O)OC)NC1=NC(=NC=2CCCCC12)N1CC2(CN(C2)C(=O)OC(C)(C)C)CC1 tert-butyl 6-(4-((1-(3-cyanophenyl)-3-methoxy-3-oxopropyl)amino)-5,6,7,8-tetrahydroquinazolin-2-yl)-2,6-diazaspiro[3.4]octane-2-carboxylate